FC(CO)(F)C=1C=C(CN2CCN3N=C(C(=C32)C(=O)N[C@@H](C)C3=CC=C(C(=O)OC)C=C3)C(F)(F)F)C=CC1 Methyl (S)-4-(1-(1-(3-(1,1-difluoro-2-hydroxyethyl)benzyl)-6-(trifluoromethyl)-2,3-dihydro-1H-imidazo[1,2-b]pyrazole-7-carboxamido)ethyl)benzoate